ethyl (S)-3-(4-(2-chlorobenzyl)phenyl)-3-(3-(4-hydroxy-1,5-dimethyl-2-oxo-1,2-dihydropyridin-3-yl)ureido)propanoate ClC1=C(CC2=CC=C(C=C2)[C@H](CC(=O)OCC)NC(=O)NC=2C(N(C=C(C2O)C)C)=O)C=CC=C1